1-[[4-amino-7-(3-methylphenyl)-1H-imidazo[4,5-c]quinolin-2-yl]methyl]pyrrolidin-2-one NC1=NC=2C=C(C=CC2C2=C1N=C(N2)CN2C(CCC2)=O)C2=CC(=CC=C2)C